FC(S(=O)(=O)O[C@H](C(=O)OCC1=CC=CC=C1)C)(F)F benzyl (2S)-2-(trifluoromethyl-sulfonyloxy)propanoate